CC1=C(C=CC(=C1C)SC)Br 2,3-dimethyl-4-methylthiobromobenzene